N1CC(C1)C=1C=NC=CC1N(CCOC1=CC=C(C=C1)C1C(NC(CC1)=O)=O)C 3-(4-(2-((3-(azetidin-3-yl)pyridin-4-yl)(methyl)amino)ethoxy)phenyl)piperidine-2,6-dione